C(C)OC(=O)C1=CN(C2=NC=C3C(=C21)N(C=N3)C)CC3=CC=CC=C3 6-benzyl-1-methyl-1,6-dihydroimidazo[4,5-d]pyrrolo[2,3-b]pyridine-8-carboxylic acid ethyl ester